O=C1CCN(C2(CCC2)C1)C(=O)OC(C)(C)C tert-butyl 8-oxo-5-azaspiro[3.5]nonane-5-carboxylate